NC1=C(C(=C(C=N1)NC(C(=O)N1[C@H](CCC[C@H]1C1=CC=CC=C1)C)=O)C)C (6-amino-4,5-dimethyl-3-pyridyl)-2-[(2S,6S)-2-methyl-6-phenyl-1-piperidyl]-2-oxo-acetamide